C(C)(C)(C)OC(=O)N(C1=C(C=C(C=N1)C=1C=C2C(=NC=NC2=CC1)N1CCN(CC1)C(=O)OC(C)(C)C)NS(=O)(=O)C1=C(C=C(C=C1)F)F)C Tert-butyl 4-(6-(6-((tert-butoxycarbonyl)(methyl)amino)-5-((2,4-difluorophenyl)sulfonamido)pyridin-3-yl)quinazolin-4-yl)piperazine-1-carboxylate